trichloromethyl-2-phenyl-4,6-bis(trichloromethyl)-s-triazine ClC(Cl)(Cl)N1C(N=C(N=C1C(Cl)(Cl)Cl)C(Cl)(Cl)Cl)C1=CC=CC=C1